α,β-D-xylopyranose OC1[C@H](O)[C@@H](O)[C@H](O)CO1